5-(3-(hydroxymethyl)bicyclo[3.2.0]hept-6-yl)-2-methoxybenzoic acid methyl ester COC(C1=C(C=CC(=C1)C1C2CC(CC2C1)CO)OC)=O